C1(CC1)C1=NC(=C2N1CCN(C2)C(C)=O)C=2C=C1C(=NN(C1=CC2)C)C=2C(=NN(C2)C)C 1-(3-cyclopropyl-1-(3-(1,3-dimethyl-1H-pyrazol-4-yl)-1-methyl-1H-indazol-5-yl)-5,6-dihydroimidazo[1,5-a]pyrazin-7(8H)-yl)ethan-1-one